BrC1=CC=2C(C3=CC(=CC=C3C2C=C1)Br)(CCCCCCBr)CCCCCCBr 2,7-dibromo-9,9-di(6-bromohexyl)fluorene